FC1(C2=CC=CC=C2C=2C=C(C=CC12)C(=O)NCC(=O)N1[C@H]2C[C@]2(C[C@H]1C(=O)OCC)COC)F ethyl (1S,3S,5R)-2-((9,9-difluoro-9H-fluorene-3-carbonyl)glycyl)-5-(methoxymethyl)-2-azabicyclo[3.1.0]hexane-3-carboxylate